ON1C(C(CC1(C)C)C(=O)OC)(C)C 1-hydroxy-3-methoxycarbonyl-2,2,5,5-tetramethylpyrrolidine